OC(C)C=1C=CC=2N(C1)C=C(N2)CNC(=O)C=2N=C1N(C(C2)=O)C=CC=C1 N-{[6-(1-hydroxyethyl)imidazo[1,2-a]pyridin-2-yl]methyl}-oxo-4H-pyrido[1,2-a]pyrimidine-2-carboxamide